N'-(4-methylphenyl)-2-pyridineformylhydrazine CC1=CC=C(C=C1)N(N)C(=O)C1=NC=CC=C1